(E)-1-(6-(4-((4-([1,2,4]triazolo[1,5-a]pyridin-7-yloxy)-3-methylphenyl)amino)pyrrolo[2,1-f][1,2,4]triazin-5-yl)-2-azaspiro-[3.3]heptan-2-yl)-4-(dimethylamino)but-2-en-1-one N=1C=NN2C1C=C(C=C2)OC2=C(C=C(C=C2)NC2=NC=NN1C2=C(C=C1)C1CC2(CN(C2)C(\C=C\CN(C)C)=O)C1)C